COC1=CC=C(C=C1)N1NC2=CC=CC=C2C1=O 2-(4-methoxyphenyl)-indazol-3-one